CN1C(OCC1COC1=NC=CC2=CC(=C(C=C12)OC(C)C)C(=O)N)=O 1-[(3-methyl-2-oxo-1,3-oxazolidin-4-yl)methoxy]-7-(propan-2-yloxy)isoquinoline-6-carboxamide